FC=1C=C(C=CC1)C=1C(=NN(C1C(=O)O)C=1SC=C(N1)C1=CC=C(C=C1)C(F)(F)F)C 4-(3-fluorophenyl)-3-methyl-1-(4-(4-(trifluoromethyl)phenyl)thiazol-2-yl)-1H-pyrazole-5-carboxylic acid